F[B-](F)(F)F.C1(CCCCC1)[PH+](C1=CC(=CC(=C1)C(C)C)C(C)C)C1CCCCC1 dicyclohexyl-(3,5-diisopropylphenyl)phosphonium tetrafluoroborate